N-[8-(aminomethyl)-6-methyl-imidazo[1,2-a]pyrazin-2-yl]-4-[4-(cyclopropylamino)-1-piperidyl]-2-methyl-indazole-7-carboxamide NCC=1C=2N(C=C(N1)C)C=C(N2)NC(=O)C2=CC=C(C1=CN(N=C21)C)N2CCC(CC2)NC2CC2